NC1=NC2=CC=C(C=C2C=N1)C=1C(=C(C=CC1F)NS(=O)(=O)C1=CC(=CC=C1)C(F)(F)F)F N-(3-(2-aminoquinazolin-6-yl)-2,4-difluorophenyl)-3-(trifluoromethyl)benzenesulfonamide